O=C1NC(CCC1N1C(N(C2=C1C=CC=C2N2CC(C2)CO[C@@H]2[C@@H](CN(CC2)C(=O)OC(C)(C)C)F)C)=O)=O Tert-butyl (3R,4S)-4-[[1-[1-(2,6-dioxo-3-piperidyl)-3-methyl-2-oxo-benzimidazol-4-yl]azetidin-3-yl]methoxy]-3-fluoro-piperidine-1-carboxylate